CN(CCOC1=C(C=C(C=C1)C1=CC(=C(C=C1)C=1NC(C2=C(N1)NN=N2)=O)OCC)CCC(=O)O)C 3-(4-(2-(dimethylamino)ethoxy)-3'-ethoxy-4'-(7-oxo-6,7-dihydro-3H-[1,2,3]triazolo[4,5-d]pyrimidin-5-yl)-[1,1'-biphenyl]-3-yl)propionic acid